C(C)(C)(C)OC(=O)N1CC2=NN(C=C2C1)CC1=CC(=CC=C1)Cl 2-(3-chlorobenzyl)-4,6-dihydropyrrolo[3,4-c]pyrazole-5(2H)-carboxylic acid tert-butyl ester